2-HYDROXYPHENYL-5-PYRAZINYL KETONE OC1=C(C=CC=C1)C1=NC=C(N=C1)C(=O)C=1N=CC(=NC1)C1=C(C=CC=C1)O